C(C=C)SC=1SCCN1 2-(allylsulfanyl)-2-thiazoline